C(C)(C)(C)N1C[C@H](OCC1)CN1C(C(=C(C1)C(=O)OCC)O)=O tert-butyl-(2S)-2-{[4-(ethoxycarbonyl)-3-hydroxy-2-oxo-2,5-dihydro-1H-pyrrol-1-yl]methyl}morpholine